C12CC3(CC2O1)C1CCC(C3=NO)C1 rac-6'-oxaspiro[bicyclo[2.2.1]heptane-2,3'-bicyclo[3.1.0]hexan]-3-one oxime